C/C(/C(=O)O)=C\C=1SC(=CC1)C1=CC(=C(C=C1)C#N)C(F)(F)F (E)-2-methyl-3-(5-(3-trifluoromethyl-4-cyanophenyl)thiophen-2-yl)acrylic acid